(2-hydroxyethyl)-4-(6-methyl-7-(4-(piperazin-1-yl)phenyl)imidazo[1,2-b]pyridazin-3-yl)quinoline-8-carboxamide OCCC1=NC2=C(C=CC=C2C(=C1)C1=CN=C2N1N=C(C(=C2)C2=CC=C(C=C2)N2CCNCC2)C)C(=O)N